C(CCCCC(C)C)(=O)[O-].[Nd+3].C(CCCCC(C)C)(=O)[O-].C(CCCCC(C)C)(=O)[O-] Neodymium iso-octanoate